5-(benzyloxy)-2-(3,4-dimethoxyphenyl)-6,7-dimethoxy-4H-chromen-4-one C(C1=CC=CC=C1)OC1=C2C(C=C(OC2=CC(=C1OC)OC)C1=CC(=C(C=C1)OC)OC)=O